C(OC1=CC=C(C=C1)C1=CC2=CC=CC=C2C=C1)(OC1=CC=C(C=C1)C1=CC2=CC=CC=C2C=C1)=O di-[4-(2-naphthyl) phenyl] carbonate